2-methacryloylthio-n-hexylthio-5-n-propylthio-1,3,4-thiadiazole C(C(=C)C)(=O)SC(CSC=1SC(=NN1)SCCC)CCCC